4,6-dibenzyl-2-((1-((2-(trimethylsilyl)ethoxy)methyl)-1H-pyrazol-3-yl)methyl)-4H-thiazolo[5',4':4,5]Pyrrolo[2,3-d]Pyridazin-5(6H)-one C(C1=CC=CC=C1)N1C2=C(C3=C1C(N(N=C3)CC3=CC=CC=C3)=O)SC(=N2)CC2=NN(C=C2)COCC[Si](C)(C)C